(R)-1-(7-((4-((1-(3-Bromophenyl)ethyl)amino)-6-methoxy-2-methylquinazolin-7-yl)oxy)heptyl)-2,4,6-triphenylpyridin-1-ium BrC=1C=C(C=CC1)[C@@H](C)NC1=NC(=NC2=CC(=C(C=C12)OC)OCCCCCCC[N+]1=C(C=C(C=C1C1=CC=CC=C1)C1=CC=CC=C1)C1=CC=CC=C1)C